FC(CC=1C=2C3=CN=C(C(O[C@@H](C4=CC(=CC=C4C4=NN(C=C4CC2ON1)C)F)C)=C3)N)F (19R)-3-(2,2-difluoroethyl)-16-fluoro-10,19-dimethyl-5,20-dioxa-4,10,11,23-tetraazapentacyclo[19.3.1.02,6.08,12.013,18]pentacosa-1(24),2(6),3,8,11,13,15,17,21(25),22-decaen-22-amine